FC1(OC(=C(O1)F)OC(F)(F)F)F 2,2,4-trifluoro-5-tri-fluoromethoxy-1,3-dioxole